8-chloro-4-hydroxy-1-methyl-6-(trifluoromethyl)quinazolin-2-one ClC=1C=C(C=C2C(=NC(N(C12)C)=O)O)C(F)(F)F